(R)-1-chloro-3-(4-(2-(4-((S)-2-hydroxy-3-morpholinopropoxy)phenyl)propan-2-yl)phenoxy)propan-2-ol ClC[C@@H](COC1=CC=C(C=C1)C(C)(C)C1=CC=C(C=C1)OC[C@H](CN1CCOCC1)O)O